FC(C=1C(=NC(=NC1)NC1=CC=C(C=C1)N1CCNCC1)NC1=CC(=CC=C1)S(NC(C)(C)C)(=O)=O)(F)F 5-Trifluoromethyl-N4-(3-[N-(1,1-dimethylethyl)sulfamoyl]phenyl)-N2-[4-(piperazin-1-yl)phenyl]pyrimidine-2,4-diamine